C12(CCC(C1)C2)NC2=NC(=NC=C2C(=O)N)NC2CCC(CC2)OC2CC2 4-(bicyclo[2.1.1]hexan-1-ylamino)-2-((1r,4r)-4-cyclopropoxycyclohexylamino)pyrimidine-5-carboxamide